Tert-butyl (1R,5S,6r)-6-(3-(4-(trifluoromethoxy)phenyl)ureido)-3-azabicyclo[3.1.0]hexane-3-carboxylate FC(OC1=CC=C(C=C1)NC(NC1[C@@H]2CN(C[C@H]12)C(=O)OC(C)(C)C)=O)(F)F